3-epoxyethyl-7-oxabicyclo[4.1.0]heptane C1CC2C(O2)CC1C3CO3